Methyl 8-(1-((1-(tert-butoxycarbonyl)-5-methoxy-7-methyl-1H-indol-4-yl)methyl)-4-(2,2-difluoroethyl)piperazin-2-yl)-3-oxo-3,4-dihydro-2H-benzo[b][1,4]oxazine-5-carboxylate C(C)(C)(C)OC(=O)N1C=CC2=C(C(=CC(=C12)C)OC)CN1C(CN(CC1)CC(F)F)C1=CC=C(C2=C1OCC(N2)=O)C(=O)OC